ClC1=CC=C(C2=NON=C21)S(N(CC)CC)(=O)=O 4-chloro-7-(N,N-diethylsulfamoyl)-benzo[c][1,2,5]oxadiazole